BrC1=CC=C(C(=N1)CN(C)C)OC1CC(C1)OC 1-(6-bromo-3-((1r,3r)-3-methoxycyclobutoxy)pyridin-2-yl)-N,N-dimethylmethanamine